N-(5-(8-amino-7-fluoro-3-((7-oxo-5,6,7,8-tetrahydro-4H-pyrazolo[1,5-d][1,4]diazepin-2-yl)amino)isoquinolin-6-yl)-4-methylpyridin-3-yl)methanesulfonamide NC=1C(=C(C=C2C=C(N=CC12)NC1=NN2CC(NCCC2=C1)=O)C=1C(=C(C=NC1)NS(=O)(=O)C)C)F